ClC=1C(=C2C(=NC1)NC(=N2)C2=CC=C(C=C2)N2CCN(CC2)C(=O)C=2C=NC=CC2)NC2CCN(CC2)C 6-Chloro-N-(1-methylpiperidin-4-yl)-2-{4-[4-(pyridin-3-ylcarbonyl)piperazin-1-yl]phenyl}-3H-imidazo[4,5-b]pyridin-7-amine